ethyl 1-(3-(2,4-dimethoxybenzyl)-7-morpholino-3H-imidazo[4,5-b]pyridin-5-yl)-3-(m-tolyl)-1H-pyrazole-5-carboxylate COC1=C(CN2C=NC=3C2=NC(=CC3N3CCOCC3)N3N=C(C=C3C(=O)OCC)C=3C=C(C=CC3)C)C=CC(=C1)OC